C1(=CC=C(C=C1)N(C1=CC=C(C=C1)C1=CC=C(C=C1)C=1C(=CC=C(C1)C1=CC=CC=C1)C1=CC=CC=C1)C1=CC=C(C=C1)C1=CC2=CC=CC=C2C=C1)C1=CC=CC=C1 N-([1,1'-biphenyl]-4-yl)-N-(4-(naphthalene-2-yl)phenyl)-4'-phenyl-[1,1':2',1'':4'',1'''-quaterphenyl]-4'''-amine